1-(2-(3,6-diazabicyclo[3.1.1]heptan-3-yl)-7-(thiazol-2-yl)-4-(trifluoromethyl)benzo[d]oxazol-5-yl)ethan-1-one C12CN(CC(N1)C2)C=2OC1=C(N2)C(=C(C=C1C=1SC=CN1)C(C)=O)C(F)(F)F